C(C)(=O)O.C(C)(C)(C)C1=C(C=CC=C1)P(C1=CC=CC=C1)C1=CC=CC=C1 tert-butyl-triphenylphosphine acetate